2-bromo-6-methanesulfonyl-4-(oxolan-3-yloxy)pyridine BrC1=NC(=CC(=C1)OC1COCC1)S(=O)(=O)C